ClC1=C(C(=NC=C1C(=O)NC1=CC(=CC=C1)C(F)(F)F)F)F 4-Chloro-5,6-difluoro-N-[3-(trifluoromethyl)phenyl]nicotinamide